The molecule is a glucosiduronic acid that is beta-D-glucuronic acid in which the anomeric hydroxyl hydrogen is replaced by a p-tolyl group. It has a role as a rat metabolite and a mouse metabolite. It is a conjugate acid of a p-tolyl beta-D-glucuronide(1-). CC1=CC=C(C=C1)O[C@H]2[C@@H]([C@H]([C@@H]([C@H](O2)C(=O)O)O)O)O